2-[4-[[2-(benzotriazol-1-yl)acetyl]-[(3,5-difluorophenyl)methyl]amino]phenyl]acetamide N1(N=NC2=C1C=CC=C2)CC(=O)N(C2=CC=C(C=C2)CC(=O)N)CC2=CC(=CC(=C2)F)F